BrC=1C=C(N(C1)CC(CC(=O)O)(C)C)C#N 4-(4-bromo-2-cyano-1H-pyrrol-1-yl)-3,3-dimethylbutyric acid